(4-aminothieno[2,3-c]quinolin-8-yl)-[(2R)-2-[4-(trifluoromethyl)phenyl]-1-piperidyl]methanone NC1=NC=2C=CC(=CC2C2=C1SC=C2)C(=O)N2[C@H](CCCC2)C2=CC=C(C=C2)C(F)(F)F